C(C1=CC=CC=C1)(=O)O[C@@H](C(=O)O)[C@H](C(=O)O)OC(C1=CC=CC=C1)=O.COC=1C=CC2=C(C3=C4C(CCN([C@H]4C2)C)=CC=C3)C1OC (S)-10,11-dimethoxy-6-methyl-5,6,6a,7-tetrahydro-4H-dibenzo[de,g]quinoline (2R,3R)-2,3-bis(benzoyloxy)succinate